di(tert-butyl)(2,5-dimethoxyphenyl)phosphine C(C)(C)(C)P(C1=C(C=CC(=C1)OC)OC)C(C)(C)C